BrCC=1C=CC(=NC1)N1N=NC=C1 5-(bromomethyl)-2-(1H-1,2,3-triazol-1-yl)pyridine